N=1C=C(N2C1C=CC=C2)C#CC2=C1C=C(N=CC1=C(N=C2)NC)NC(=O)C2CC2 N-(5-(imidazo[1,2-a]pyridin-3-ylethynyl)-8-(methylamino)-2,7-naphthyridin-3-yl)cyclopropanecarboxamide